(S)-6-(4-(3-aminopropylsulfonyl)phenyl)-4-(2-(2-cyano-4,4-difluoropyrrolidin-1-yl)-2-oxoethylcarbamoyl)-quinoline 1-oxide 4-methylbenzenesulfonate CC1=CC=C(C=C1)S(=O)(=O)O.NCCCS(=O)(=O)C1=CC=C(C=C1)C=1C=C2C(=CC=[N+](C2=CC1)[O-])C(NCC(=O)N1[C@@H](CC(C1)(F)F)C#N)=O